N-[5-(5-bromo-1,3-benzooxazol-2-yl)-8-(methylamino)-2,7-naphthyridin-3-yl]cyclopropanecarboxamide BrC=1C=CC2=C(N=C(O2)C2=C3C=C(N=CC3=C(N=C2)NC)NC(=O)C2CC2)C1